methyl 9H-pyrido[2,3-b]indole-3-carboxylate N1=CC(=CC2=C1NC1=CC=CC=C21)C(=O)OC